4-methyl-1-(4-aminophenyl)piperazine CN1CCN(CC1)C1=CC=C(C=C1)N